5-(3-Azidopropyl)-uridine-5'-monophosphate P(=O)(O)(O)OC[C@@H]1[C@H]([C@H]([C@@H](O1)N1C(=O)NC(=O)C(=C1)CCCN=[N+]=[N-])O)O